NC1=NN2C(C=C(C=C2)C=2C=C3C(=CN(C3=CC2)C)C(=O)N2N=CC[C@H]2C2=CC=C(C=C2)F)=N1 (S)-(5-(2-amino-[1,2,4]triazolo[1,5-a]pyridin-7-yl)-1-methyl-1H-indol-3-yl)(5-(4-fluorophenyl)-4,5-dihydro-1H-pyrazol-1-yl)methanone